C1=NC=C(C2=CC=CC=C12)N(C(OC1=CC=CC=C1)=O)C(=O)OC1=CC=CC=C1 phenyl isoquinolin-4-yl(phenoxycarbonyl)carbamate